[Mg].[C].O water carbon magnesium